CO\N=C(\C(=O)NC)/C1=C(C=CC=C1)OC1=CC=CC=C1 (E)-2-methoximino-N-methyl-2-(2-phenoxyphenyl)-acetamide